CN1C[C@H](CCC1)N1N=C2C=CC(=CC2=C1)C=1CC[C@@H](CN1)C |r| 2-[Rac-(3S)-1-methyl-3-piperidyl]-5-[Rac-(3S)-3-methyl-2,3,4,5-tetrahydropyridin-6-Yl]Indazole